2-(alpha-n-pentanoyl)benzoic acid C(CCCC)(=O)C1=C(C(=O)O)C=CC=C1